C(C1=CC=CC=C1)NC=1C=CC2=C(C=C(O2)C(=O)NCC=2SC=CC2)C1 5-(benzylamino)-N-(thiophen-2-ylmethyl)benzofuran-2-carboxamide